ClC=1C(=NC=CC1C1=NC(=C(C=C1)C=O)OC)C1=C2CC[C@@H](C2=CC=C1)NC1=NC(=C(C=C1C(F)(F)F)C=O)OC (S)-3'-chloro-2'-(1-((5-formyl-6-methoxy-3-(trifluoromethyl)-pyridin-2-yl)amino)-2,3-dihydro-1H-inden-4-yl)-6-methoxy-[2,4'-bipyridine]-5-carbaldehyde